CN(C([C@@H](CC(=O)OCC=C)N(C)C([C@H](C(C)C)N(C)C(=O)OCC1C2=CC=CC=C2C=2C=CC=CC12)=O)=O)C prop-2-enyl (3R)-4-(dimethylamino)-3-[[(2S)-2-[9H-fluoren-9-ylmethoxycarbonyl(methyl)amino]-3-methylbutanoyl]-methylamino]-4-oxobutanoate